5-bromo-2,3-dichloropyridin-1-ium-1-olate BrC=1C=C(C(=[N+](C1)[O-])Cl)Cl